(S)-N-(7-(3-hydroxy-3-methylbut-1-yn-1-yl)-5-methyl-4-oxo-2,3,4,5-tetrahydrobenzo[b][1,4]oxazepin-3-yl)-4-methoxypicolinamide OC(C#CC1=CC2=C(OC[C@@H](C(N2C)=O)NC(C2=NC=CC(=C2)OC)=O)C=C1)(C)C